C1(=CC=C2C=CC=CC=C12)[Fe] azulenyl-iron